C(C1=CC=CC=C1)OCCOC(C(=O)O)CC 2-(2-(benzyloxy)ethoxy)butanoic acid